3-(2-azidoethyl)-3-phenylazetidine-1-carboxylic acid tert-butyl ester C(C)(C)(C)OC(=O)N1CC(C1)(C1=CC=CC=C1)CCN=[N+]=[N-]